2-((R)-6-fluoro-6,7-dihydro-5H-pyrrolo[1,2-c]imidazol-1-yl)acetic acid F[C@@H]1CC=2N(C=NC2CC(=O)O)C1